(2R)-1-[(3R)-3-[(S)-amino(4,5-dichloro-2-hydroxyphenyl)methyl]pyrrolidin-1-yl]-2,3-dihydroxypropan-1-one N[C@@H]([C@H]1CN(CC1)C([C@@H](CO)O)=O)C1=C(C=C(C(=C1)Cl)Cl)O